FC=1C=C(CN)C=CC1F 3,4-difluorobenzylamine